C1(CC1)S(=O)(=O)NC1=NC=CC(=N1)C(C(=O)OC)CCOC methyl 2-(2-(cyclopropanesulfonylamino) pyrimidin-4-yl)-4-methoxybutyrate